(3R,5R)-5-fluoro-1-((1R,2R,4S)-4-(4-fluorophenyl)-2-(1H-1,2,4-triazol-1-yl)cyclopentyl)piperidin-3-amine F[C@@H]1C[C@H](CN(C1)[C@H]1[C@@H](C[C@H](C1)C1=CC=C(C=C1)F)N1N=CN=C1)N